CS(=O)(=O)OCC#CC1=CC=2N(C=C1)N=CC2N2C(N(C(CC2)=O)COCC[Si](C)(C)C)=O 3-(3-(2,4-dioxo-3-((2-(trimethylsilyl)ethoxy)methyl)tetrahydropyrimidin-1(2H)-yl)pyrazolo[1,5-a]pyridin-5-yl)prop-2-yn-1-yl methanesulfonate